C(C)C=1C(=CC=C2C=C(C=C(C12)N1CC=2N=C(N=C(C2C1=O)N1CCOCCC1)OCC=1N=NN(C1)C1CCN(CC1)C(=O)OC(C)(C)C)OCOC)F tert-butyl 4-[4-[[6-[8-ethyl-7-fluoro-3-(methoxymethyloxy)-1-naphthyl]-4-(1,4-oxazepan-4-yl)-5-oxo-7H-pyrrolo[3,4-d]pyrimidin-2-yl]oxymethyl]triazol-1-yl]piperidine-1-carboxylate